BrC1=C(C=CC=C1OC)CC(=O)O 2-bromo-3-methoxyphenylacetic acid